CC(C)=NCCC[Si](OC)(OC)OC N-(1-methylethylidene)-3-(trimethoxysilyl)-1-propylamine